C(C)(C)(C)C=1C(=C2C(N(C(C2=CC1)=O)C1C(NC(CC1)=O)=O)=O)CCCOCCCNC tert-butyl-2-(2,6-dioxopiperidin-3-yl)-4-(3-(3-(methylamino)propoxy)-propyl)isoindoline-1,3-dione